[4-(6-amino-5-benzyloxy-pyridin-3-yl)-phenyl]-(4-pyrrolidin-1-yl-piperidin-1-yl)-methanone NC1=C(C=C(C=N1)C1=CC=C(C=C1)C(=O)N1CCC(CC1)N1CCCC1)OCC1=CC=CC=C1